1-(2-hexynyl)phenyl-3-buten-1-ol C(C#CCCC)C1(CC=CC=C1)C(CC=C)O